O=C1C2=C(C3=C(N1)N(N=C3)COCC[Si](C)(C)C)CN(C2)C(=O)OC(C)(C)C Tert-butyl 5-oxo-3-((2-(trimethylsilyl) ethoxy) methyl)-4,5,6,8-tetrahydropyrazolo[3,4-b]pyrrolo[3,4-d]pyridine-7(3H)carboxylate